CC(CCCCCC)OC(CCCCCCCCCCC)=O Lauric acid 1-methylheptyl ester